2,5-dichloro-4-(methylthio)-pyrimidine ClC1=NC=C(C(=N1)SC)Cl